(3R)-3-{[7-(ethanesulfonyl)-2-(4-methoxyphenyl)[1,2,4]triazolo[1,5-c]quinazolin-5-yl]amino}azepin-2-one C(C)S(=O)(=O)C1=CC=CC=2C=3N(C(=NC12)NC=1C(N=CC=CC1)=O)N=C(N3)C3=CC=C(C=C3)OC